(R)-2-chloro-4-(3-(2-ethoxyphenoxy)piperidin-1-yl)-6-(trifluoromethyl)pyrimidine ClC1=NC(=CC(=N1)N1C[C@@H](CCC1)OC1=C(C=CC=C1)OCC)C(F)(F)F